C(C)(C)(C)OC(=O)N1C[C@@H](CCC1)C(NC1=NN(C2=CC=C(C=C12)C1=C(C=CC(=C1)OC)Cl)C(C1=CC=CC=C1)(C1=CC=CC=C1)C1=CC=CC=C1)=O (3R)-3-{[5-(2-chloro-5-methoxyphenyl)-1-trityl-1H-indazol-3-yl]carbamoyl}piperidine-1-carboxylic acid tert-butyl ester